1-(4-(3,4-dichloro-2-oxopyridin-1(2H)-yl)phenyl)-5-(trifluoromethyl)-1H-pyrazole-4-sulfonyl chloride ClC=1C(N(C=CC1Cl)C1=CC=C(C=C1)N1N=CC(=C1C(F)(F)F)S(=O)(=O)Cl)=O